OC(CC1=C2C=CN(C2=CC(=C1OC=1C=CC(=C(C#N)C1)F)F)S(=O)(=O)C1=CC=C(C=C1)C)CO 5-[4-(2,3-dihydroxypropyl)-6-fluoro-1-(p-tolylsulfonyl)-indol-5-yl]oxy-2-fluoro-benzonitrile